5-(2-fluorophenyl)-N-[(6S)-2,4-dimethyl-5-oxo-7,8-dihydro-6H-pyrazolo[1,5-a][1,3]diazepin-6-yl]-6,7-dihydro-5H-pyrrolo[1,2-b][1,2,4]triazole-2-carboxamide FC1=C(C=CC=C1)C1CCC=2N1N=C(N2)C(=O)N[C@@H]2C(N(C=1N(CC2)N=C(C1)C)C)=O